C(C)(C)C1=C(C=CC=C1)C1CN(C1)C=1C=NC(=CC1OC)C 3-(2-isopropylphenyl)-N-(4-methoxy-6-methylpyridin-3-yl)azetidine